COC=1C=C(C2=CC=CC=C2C1)C(C)N1CCC(CC1)C(=O)N 1-(1-(3-methoxynaphthalen-1-yl)ethyl)piperidine-4-carboxamide